[Cu].[Mo].[Ni] nickel-molybdenum copper